O=C(CC(=O)OC1=C2C(=CNC2=CC=C1)CCN(C(C)C)C(C)C)C 3-(2-(diisopropylamino) ethyl)-1H-indol-4-yl 3-oxobutyrate